pyrido[3,4-c]Carbazole C1=CN=CC=2C=CC=3NC=4C=CC=CC4C3C21